CN(CCN(C1=C(C=C(C(=C1)OC)NC1=NC=CC(=N1)C1=CC=C2C=NN(C2=C1)C(C)C)[N+](=O)[O-])C)C N1-(2-(dimethylamino)ethyl)-N4-(4-(1-isopropyl-1H-indazole-6-yl)pyrimidin-2-yl)-5-methoxy-N1-methyl-2-nitrobenzene-1,4-diamine